O=C(C(=O)OC(C1=CC=CC=C1)C(F)(F)F)CCC(=O)[O-] trifluoromethylbenzyl α-ketoglutarate